1-[3-bromo-6-methyl-5-(trifluoromethyl)-2-pyridinyl]-4,4-difluoro-azepan BrC=1C(=NC(=C(C1)C(F)(F)F)C)N1CCC(CCC1)(F)F